4-amino-3-[4-(2,6-difluorophenoxy)phenyl]-1-[(3R)-piperidin-3-yl]-1H,2H,3H-imidazo[4,5-c]pyridin-2-one NC1=NC=CC2=C1N(C(N2[C@H]2CNCCC2)=O)C2=CC=C(C=C2)OC2=C(C=CC=C2F)F